FC1=CC=C(C=C1)C(=CC(=O)O)C 3-(4-fluorophenyl)but-2-enoic acid